N1C=NC2=C1C=CC=C2N2CCC(CC2)(N)C 1-(1H-benzo[d]imidazol-4-yl)-4-methylpiperidin-4-amine